methyl 6-chloro-3-methyl-2-picolinate ClC1=CC=C(C(=N1)C(=O)OC)C